3-(3,5-dibromophenyl)-1,5-dimethyl-pyrazol-4-ol BrC=1C=C(C=C(C1)Br)C1=NN(C(=C1O)C)C